BrC=1C=C(C=CC1)N1N=C(C=C1)C(C(=O)O)C 2-(1-(3-bromophenyl)-1H-pyrazol-3-yl)propanoic acid